CCCCCCCCCCCCCCCCCC(=O)OC[C@H](COP(=O)([O-])OCC[NH3+])OC(=O)CCC/C=C\\C/C=C\\C/C=C\\C=C\\C(CCCCC)O The molecule is an oxidized phosphatidylethanolamine 38:4 zwitterion obtained by transfer of a proton from the phosphate to the amino group of 1-octadecanoyl-2-(15-hydroxy-(5Z,8Z,11Z,13E)-eicosatetraenoyl)-sn-glycero-3-phosphoethanolamine.